methyl 4-(N'-{6-chloro-4-[(oxan-4-yl)amino]pyridine-3-carbonyl}hydrazinecarbonyl)bicyclo[2.2.2]octane-1-carboxylate ClC1=CC(=C(C=N1)C(=O)NNC(=O)C12CCC(CC1)(CC2)C(=O)OC)NC2CCOCC2